FC1=C(OCC2=NC=CC(=N2)O[C@@H]2C[C@@H](N(CC2)CC2=NC3=C(N2CCOCC(F)(F)F)C=C(C=C3)C(=O)O)C)C=CC(=C1)F 2-{[(2S,4S)-4-({2-[(2,4-Difluorophenoxy)methyl]pyrimidin-4-yl}oxy)-2-methylpiperidin-1-yl]methyl}-1-[2-(2,2,2-trifluoroethoxy)ethyl]-1H-1,3-benzodiazole-6-carboxylic acid